FC=1C(=NC(=C(C1)F)OCC=1C=CC2=CN(N=C2C1)C)N1CCC2(CC2C2=NC3=C(N2C[C@H]2OCC2)C=C(C=C3)C(=O)OC)CC1 methyl 2-(6-(3,5-difluoro-6-((2-methyl-2H-indazol-6-yl) methoxy) pyridin-2-yl)-6-azaspiro[2.5]octan-1-yl)-1-((S)-oxetan-2-ylmethyl)-1H-benzo[d]imidazole-6-carboxylate